1-cyclobutyl-pyrazole-4-sulfonamide C1(CCC1)N1N=CC(=C1)S(=O)(=O)N